ammonium pyridoxine phosphate P(=O)([O-])([O-])OCC=1C(=C(C(=NC1)C)O)CO.[NH4+].[NH4+]